3-[[4-[[(2R,3S,7S)-7-(6-tert-butylfuro[2,3-b]pyrazin-2-yl)-3-cyclobutyl-azepan-2-yl]methoxy]-6-(2,6-dimethylphenyl)pyrimidin-2-yl]sulfamoyl]benzoic acid C(C)(C)(C)C1=CC=2C(=NC=C(N2)[C@@H]2CCC[C@H]([C@@H](N2)COC2=NC(=NC(=C2)C2=C(C=CC=C2C)C)NS(=O)(=O)C=2C=C(C(=O)O)C=CC2)C2CCC2)O1